ClC1=NN(C(=C1[N+](=O)[O-])C)C1CCOCC1 3-chloro-5-methyl-4-nitro-1-(tetrahydro-2H-pyran-4-yl)-1H-pyrazole